1,3-dimethyl-4-(7-methyl-1-(tetrahydro-2H-pyran-2-yl)-3-vinyl-1H-pyrazolo[3,4-c]pyridin-5-yl)-1H-pyrazol-5-ol CN1N=C(C(=C1O)C=1C=C2C(=C(N1)C)N(N=C2C=C)C2OCCCC2)C